BrCC1=CC(=C2C=C(C(NC2=C1)=O)CC)C 7-(bromomethyl)-3-ethyl-5-methylquinolin-2(1H)-one